[Si](C1=CC=CC=C1)(C1=CC=CC=C1)(C(C)(C)C)OCCCN1C(CC(C1)C1=C(C(=CC=C1O)Cl)Cl)=S 1-(3-(tert-butyldiphenylsilyloxy)propyl)-4-(2,3-dichloro-6-hydroxyphenyl)pyrrolidine-2-thione